Cl.CN(C(O)=O)C1=NC2=C(N1)C=CC(=C2)SC2=CC=C(C=C2)NC([C@H](C)N)=O.C(C#C)NB(NCC#C)NCC#C tris(propargylamino)borane methyl-[5-[[4-[[(2S)-2-aminopropanoyl]amino]phenyl]sulfanyl]-1H-benz-imidazol-2-yl]carbamate monohydrochloride